3-((4-((S)-4-Acryloyl-3-(cyanomethyl)piperazin-1-yl)-7-(3,4-dihydroquinolin-1(2H)-yl)-5,6,7,8-tetrahydroquinazolin-2-yl)amino)-N,N-dimethylbutanamide C(C=C)(=O)N1[C@H](CN(CC1)C1=NC(=NC=2CC(CCC12)N1CCCC2=CC=CC=C12)NC(CC(=O)N(C)C)C)CC#N